N6-[(1,1-dimethylethoxy)carbonyl]-N2-[(9H-fluoren-9-ylmethoxy)carbonyl]-L-lysine 2,5-dioxo-1-pyrrolidinyl ester O=C1N(C(CC1)=O)OC([C@@H](NC(=O)OCC1C2=CC=CC=C2C=2C=CC=CC12)CCCCNC(=O)OC(C)(C)C)=O